1-(2-hydroxyethyl)-tetradecylpiperidine chloride salt [Cl-].OCCC(CCCCCCCCCCCCC)N1CCCCC1